6-isopropoxy-2-(1-methyl-2-oxabicyclo[2.2.2]octan-4-yl)-2H-indazole-5-carboxylic acid C(C)(C)OC=1C(=CC2=CN(N=C2C1)C12COC(CC1)(CC2)C)C(=O)O